6-(3-isopropyl-2-oxoimidazolidin-1-yl)-4-((3-methoxy-6-methyl-4-(2-methyl-2H-1,2,3-triazol-4-yl)pyridin-2-yl)amino)-N-(methyl-d3)pyridazine-3-carboxamide C(C)(C)N1C(N(CC1)C1=CC(=C(N=N1)C(=O)NC([2H])([2H])[2H])NC1=NC(=CC(=C1OC)C1=NN(N=C1)C)C)=O